C(C)C1N=CC=C2C1=NC=C2 7-ethyl-7H-pyrrolo[2,3-c]pyridine